O=C1NC2=C(C=CC=C2C=C1)C(=O)N 2-oxo-1H-quinoline-8-carboxamide